NC=1C=C(C(=NC1)S(=O)(=O)NC=1SC=C(N1)C1=CC(=C(C=C1)F)F)C 5-amino-N-(4-(3,4-difluorophenyl)thiazol-2-yl)-3-methylpyridine-2-sulfonamide